5-benzoylamino-3-(1-isopropylpiperidin-4-yl)-1H-indole C(C1=CC=CC=C1)(=O)NC=1C=C2C(=CNC2=CC1)C1CCN(CC1)C(C)C